C(C)(C)(C)OC(=O)N1C[C@H]2C([C@H]2C1)C(N(C1(CC1)C)C)=O.O1COC2=C1C=CC(=C2)N2CCNCC2 1-(benzo[d][1,3]dioxolane-5-yl)piperazine tert-butyl-(1R,5S,6r)-6-[methyl(1-methylcyclopropyl)carbamoyl]-3-azabicyclo[3.1.0]hexane-3-carboxylate